ClC=1N=CC2=C(N1)C=NC(=C2)C2=C(C(=CC(=C2F)OC)OC)F 2-chloro-6-(2,6-difluoro-3,5-dimethoxyphenyl)pyrido[3,4-d]Pyrimidine